N,N-dimethyl-4-(5-(2-methyl-1,2,3,4-tetrahydroisoquinolin-7-yl)-1H-pyrrolo[2,3-b]pyridin-3-yl)thiophene-2-carboxamide CN(C(=O)C=1SC=C(C1)C1=CNC2=NC=C(C=C21)C2=CC=C1CCN(CC1=C2)C)C